4-(3-isoquinolinylmethyl)pyrazolo[1,5-a]Pyridine-3-carboxylic acid methyl ester COC(=O)C=1C=NN2C1C(=CC=C2)CC=2N=CC1=CC=CC=C1C2